CS(=O)(=O)C=1C=C(C=CC1)C1CCN(CC1)CC1=CC=CC=C1 4-[3-(methylsulfonyl)phenyl]-1-benzylpiperidine